3-bromo-6-(tetrahydro-2H-pyran-2-yl)-6H-thieno[2,3-e]indazole BrC1=CSC2=C3C=NN(C3=CC=C21)C2OCCCC2